BrCC=1C(=NC=CC1)C1=CC(=C(C=C1)OC)F (bromomethyl)-2-(3-fluoro-4-methoxyphenyl)pyridine